C1(CC1)C1=CC(=C(C(=O)NC2=CC(=C(C=C2)F)C(C)CCO)C=C1C(F)(F)F)OC1=C(C=C(C=C1)F)C 4-Cyclopropyl-2-(4-fluoro-2-methylphenoxy)-N-(4-fluoro-3-(4-hydroxybutan-2-yl)phenyl)-5-(trisFluoromethyl)benzamide